5-[2-(3-pyridyl)pyrrolidin-1-yl]-1H-benzo[c]indol-2-one N1=CC(=CC=C1)C1N(CCC1)N1C=C2C3(CC(CC=C13)=O)C=CC=C2